2,6-dimethoxybenzoquinone COC=1C(C(=CC(C1)=O)OC)=O